CC([O-])C.C[Al+]C DiMethylAluminum Isopropoxide